N-hydroxy-2-propenamide ONC(C=C)=O